t-butylstyrene-methacrylic acid C(C)(C)(C)C(=CC1=CC=CC=C1)CC(C(=O)O)=C